6-bromo-5-methylimidazo[1,2-a]pyridin-2-amine BrC=1C=CC=2N(C1C)C=C(N2)N